COCC1=CC=C(C=C1)C=1N=C2N(C=CC(=C2)N(C)C)C1 2-[4-(Methoxymethyl)phenyl]-N,N-dimethyl-imidazo[1,2-a]pyridin-7-amine